FC(C(=O)O)(F)F.C(C)N1C=NC(=C1CSC=1NC(C2=C(N1)CCC2)=O)C(F)(F)F 2-({[3-ethyl-5-(trifluoromethyl)imidazol-4-yl]methyl}sulfanyl)-3H,5H,6H,7H-cyclopenta[d]pyrimidin-4-one trifluoroacetate salt